C(CC)OS(=O)(=O)CCCCO propylhydroxybutyl-sulfonate